methyl 4-[5-chloranyl-2-[2-[2-methyl-4,6-bis(oxidanylidene)-7,8-dihydro-5H-quinazolin-3-yl]ethoxy]phenyl]-2-methyl-pyrrolo[1,2-b]pyridazine-7-carboxylate ClC=1C=CC(=C(C1)C=1C=2N(N=C(C1)C)C(=CC2)C(=O)OC)OCCN2C(=NC=1CCC(CC1C2=O)=O)C